2-Amino-N-(1-{8-chloro-5-[(3S,5R)-3-cyano-5-hydroxypiperidin-1-yl]-imidazo[1,5-a]pyridin-6-yl}ethyl)-pyrazolo[1,5-a]pyrimidine-3-carboxamide trifluoroacetate salt FC(C(=O)O)(F)F.NC1=NN2C(N=CC=C2)=C1C(=O)NC(C)C=1C=C(C=2N(C1N1C[C@H](C[C@H](C1)O)C#N)C=NC2)Cl